4-(2,3-dimethylpyridin-4-yl)phenylpropionate CC1=NC=CC(=C1C)C1=CC=C(C=C1)OC(CC)=O